BrC=1C=CC2=C(N(C(=N2)OCC2=CC=CC(=N2)NC(OC(C)(C)C)=O)C2=NN=NN2C)C1 tert-butyl (6-(((6-bromo-1-(1-methyl-1H-tetrazol-5-yl)-1H-benzo[d]imidazol-2-yl)oxy)methyl)pyridin-2-yl)carbamate